ethyl 1-(2-(5-(aminomethyl)-1H-1,2,3-triazol-1-yl) ethyl)-1H-pyrazole-5-carboxylate NCC1=CN=NN1CCN1N=CC=C1C(=O)OCC